NC1=NC=CC2=CC(=CC=C12)CNC(=O)C=1C=NC(=C(C1)Cl)CN1CCN(CC1)C1=CC=NC=C1 N-[(1-amino-6-isoquinolinyl)methyl]-5-chloro-6-[[4-(4-pyridinyl)piperazin-1-yl]methyl]pyridine-3-carboxamide